N-benzyl-3,4-dimethoxyaniline (2H-1,2,3-Triazol-4-yl)methyl-(3-chloro-1-((3-chloro-4-fluorophenyl)carbamoyl)-2-methyl-4,5,6,7-tetrahydro-2H-isoindol-4-yl)carbamate N=1NN=C(C1)CN(C(O)=O)C1C2=C(N(C(=C2CCC1)C(NC1=CC(=C(C=C1)F)Cl)=O)C)Cl.C(C1=CC=CC=C1)NC1=CC(=C(C=C1)OC)OC